C1(CCCCC1)OCC1=CC=C(CC2=NOC(=C2)C=2C(=NC=CC2)N)C=C1 3-(3-(4-((cyclohexyloxy)methyl)benzyl)isoxazol-5-yl)pyridin-2-amine